C(C)OC1=CC=C(C=C1)C1=C(C=CC=C1)C#CC1=CC=C(C=C1)CCCC 4-ethoxy-4'-butylphenyl-tolane